C(C)(C)(C)OC(NCC1=CC(=C(C(=C1)OC)C=1N(C=C(N1)C(F)(F)F)C(C)C)F)=O N-({3-fluoro-4-[1-isopropyl-4-(trifluoromethyl)imidazol-2-yl]-5-methoxyphenyl}methyl)carbamic acid tert-butyl ester